tert-butyl 6-((8-chloro-2-methyl-1-oxo-1,2-dihydrophthalazin-5-yl)methylene)-2-azaspiro[3.3]heptane-2-carboxylate ClC=1C=CC(=C2C=NN(C(C12)=O)C)C=C1CC2(CN(C2)C(=O)OC(C)(C)C)C1